BrC1=NC(=C(C(=N1)N)[N+](=O)[O-])C12C3C4C5C3C1C5C24 2-bromo-6-cuban-1-yl-5-nitro-pyrimidin-4-amine